fluoro-1-(5-fluoropyridin-2-yl)-7-(4-(N-heptylsulfamoyl)phenyl)-4-oxo-1,4-dihydro-quinoline-3-carboxylic acid FC=1N(C2=CC(=CC=C2C(C1C(=O)O)=O)C1=CC=C(C=C1)S(NCCCCCCC)(=O)=O)C1=NC=C(C=C1)F